(S)-quinuclidin-3-yl (6-bromo-3,3-dimethylthiochroman-4-yl)carbamate BrC=1C=C2C(C(CSC2=CC1)(C)C)NC(O[C@@H]1CN2CCC1CC2)=O